ClC=1C=CC=C2CC[C@H]([C@H](C12)OCOC)N(C([O-])=O)C(C)C (1S,2R)-8-Chloro-1-(methoxymethoxy)-1,2,3,4-tetrahydronaphthalin-2-yl-isopropylcarbamat